C(C)(C)N1C(=NN=C1)C1=CC=CC(=N1)NC(=O)NC1=CC=CC=C1 1-(6-(4-isopropyl-4H-1,2,4-triazol-3-yl)pyridin-2-yl)-3-phenylurea